CN1C(=NC(=C1C(=O)OC(C)(C)C)C1=CC=NC=C1)C tert-butyl 1,2-dimethyl-4-(pyridin-4-yl)-1H-imidazole-5-carboxylate